FC=1C=C(C=CC1)N1C[C@@H](CCC1)NC1=NC=CC(=N1)N1CCOCC1 (R)-N-(1-(3-fluorophenyl)piperidin-3-yl)-4-morpholinopyrimidin-2-amine